C(C)(C)(C)OC(C(CC)OC1=C(C=CC=C1)N(C)C(C1=CC(=C(C=C1)Cl)Br)=O)=O 2-[(3-Bromo-4-chloro-benzoyl)-methyl-amino]-phenoxy-butyric acid tert-butyl ester